Sodium 1-hydroxyethylidene(Cyclobutylmethyl)-2-{[(2S,4S)-4-({2-[(2,4-difluorophenoxy)methyl]pyrimidin-4-yl}oxy)-2-methylpiperidin-1-yl]methyl}-1H-1,3-benzodiazole-6-carboxylic acid OC(C)=C1C=C(C=C2N(C(N=C21)CN2[C@H](C[C@H](CC2)OC2=NC(=NC=C2)COC2=C(C=C(C=C2)F)F)C)CC2CCC2)C(=O)O.[Na]